3-(carbamimidoyl-sulfanyl)-2-methyl-propanoic acid C(N)(=N)SCC(C(=O)O)C